(E)-3-(4-fluoro-3-trifluoromethylphenyl)acrolein FC1=C(C=C(C=C1)/C=C/C=O)C(F)(F)F